NON aminooxide